tert-butyl 2-{5-[(1,5-dimethylpyrazol-3-yl)oxy]-2-fluorophenyl}-2-oxoacetate CN1N=C(C=C1C)OC=1C=CC(=C(C1)C(C(=O)OC(C)(C)C)=O)F